(S)-5-chloro-N-(3-chloro-2-hydroxypropyl)thiophene-2-Formamide ClC1=CC=C(S1)C(=O)NC[C@@H](CCl)O